ClC=1C(=CC=C2N=CC(=NC12)C=1C=NN(C1)[C@H](CO)C)OC=1C=CC2=C(NC(=N2)C)C1F (2S)-2-(4-{8-chloro-7-[(7-fluoro-2-methyl-1H-1,3-benzodiazol-6-yl)oxy]quinoxalin-2-yl}-1H-pyrazol-1-yl)propan-1-ol